CC(CCCCCCCCCCCC)CCCCCCCCCC(CCCCCCCCCCCC)C 13,23-Dimethylpentatriacontane